OC1CCN(CC1)C=1C=CC(=NC1)NC=1C=CC(=C2CNC(C12)=O)C1=CC=NC=2N1N=CC2C 7-[[5-(4-hydroxy-1-piperidyl)-2-pyridyl]amino]-4-(3-methyl-pyrazolo[1,5-a]pyrimidin-7-yl)isoindolin-1-one